BrC=1C(=CC(=C(C(=O)OC)C1)OCCC[C@@H](C)NC(=O)OC(C)(C)C)F |r| rac-Methyl 5-bromo-2-((4-((tert-butoxycarbonyl)amino)pentyl)oxy)-4-fluorobenzoate